14-glycidyloxytetradecyltriethoxysilane C(C1CO1)OCCCCCCCCCCCCCC[Si](OCC)(OCC)OCC